(R)-1-(2-((tert-butyldiphenylsilyl)oxy)ethyl)aziridine-2-carboxylic acid methylbenzoate COC(C1=CC=CC=C1)=O.[Si](C1=CC=CC=C1)(C1=CC=CC=C1)(C(C)(C)C)OCC[N@@]1C(C1)C(=O)O